vinyl-pyrimidine C(=C)C1=NC=CC=N1